C=COCC(C)NC(CC(C)(CC=C)CC=C)C N-(3-oxahexen-5-yl)-2,2-bis(2-propenyl)-4-pentylamine